N1C=CC2=CC=C(C=C12)NC(N[C@@H](CC(=O)N(C)C)C1=CC2=C(SCCN2CC2=CC=CC=C2)C=C1)=O (S)-3-(3-(1H-indol-6-yl)ureido)-3-(4-benzyl-3,4-dihydro-2H-benzo[b][1,4]thiazin-6-yl)-N,N-dimethylpropionamide